The molecule is (4R)-Limonene hydroperoxide where the hydroperoxy group is located at position 1 of the limonene skeleton; one of the two main allergenic hydroperoxides formed by autoxidation of (4R)-limonene. It has a role as an allergen. CC(=C)[C@@H]1CCC(C=C1)(C)OO